(4R,5R)-5-METHYL-7-OCTENE-4-SULFONAMIDE C[C@@H]([C@@H](CCC)S(=O)(=O)N)CC=C